(S)-8-(2-amino-6-((R)-2,2,2-trifluoro-1-(3-(3-methyl-1H-pyrazol-1-yl)-4'-(piperazine-1-carbonyl)-[1,1'-biphenyl]-4-yl)ethoxy)pyrimidin-4-yl)-2,8-diazaspiro[4.5]decane-3-carboxylic acid NC1=NC(=CC(=N1)N1CCC2(C[C@H](NC2)C(=O)O)CC1)O[C@@H](C(F)(F)F)C1=C(C=C(C=C1)C1=CC=C(C=C1)C(=O)N1CCNCC1)N1N=C(C=C1)C